N-(4-(4-acetylpiperazin-1-yl)phenyl)-4-((8-methyl-2,3-dihydro-1H-pyrido[2,3-b][1,4]oxazin-7-yl)amino)-2-oxo-1,2-dihydropyridine-3-carboxamide C(C)(=O)N1CCN(CC1)C1=CC=C(C=C1)NC(=O)C=1C(NC=CC1NC1=C(C2=C(OCCN2)N=C1)C)=O